[2-(acryloyloxy)ethyl](dimethylammonium) acetate C(C)(=O)[O-].C(C=C)(=O)OCC[NH+](C)C